1,3-bis(4-methyl-2,6-diethylphenyl)imidazole chloride [Cl-].CC1=CC(=C(C(=C1)CC)N1CN(C=C1)C1=C(C=C(C=C1CC)C)CC)CC